5-amino-N3-(5-(2-(3-chlorophenyl)acetylamino)pyridin-3-yl)-1-isopropyl-1H-pyrazole-3,4-dicarboxamide NC1=C(C(=NN1C(C)C)C(=O)NC=1C=NC=C(C1)NC(CC1=CC(=CC=C1)Cl)=O)C(=O)N